2-amino-7-methoxythiazolo[5,4-b]pyridine-5-carboxylic acid methyl ester COC(=O)C1=CC(=C2C(=N1)SC(=N2)N)OC